C(=C)[Si](C)(C)CCP(C1=CC=CC=C1)C1=CC=CC=C1 vinyl-diphenylphosphinoethyl-dimethylsilane